C(C)OC(=O)C1CN(C(CC1)C(C)C)C(CC1=C(C=C(C=C1)F)Cl)=O 1-(2-(2-chloro-4-fluorophenyl)acetyl)-6-isopropylpiperidine-3-carboxylic acid ethyl ester